Ethyl 2-((3-(benzyloxy)-5-(1-((tert-butyldimethylsilyl) oxy) ethyl)-2-oxopyrrolidin-1-yl) amino)-2-iminoacetate C(C1=CC=CC=C1)OC1C(N(C(C1)C(C)O[Si](C)(C)C(C)(C)C)NC(C(=O)OCC)=N)=O